bis(2-tert-butylphenyl) bisphosphite P(OC1=C(C=CC=C1)C(C)(C)C)([O-])[O-].P(OC1=C(C=CC=C1)C(C)(C)C)([O-])[O-]